2-(6-(4-(2-amino-3-nitropyridin-4-yl)-1H-pyrazol-1-yl)pyridin-3-yl)-2-(1,1-dioxidothiomorpholino)acetonitrile NC1=NC=CC(=C1[N+](=O)[O-])C=1C=NN(C1)C1=CC=C(C=N1)C(C#N)N1CCS(CC1)(=O)=O